tert-Butyl 5-amino-7-bromo-3,4-dihydroisoquinoline-2(1H)-carboxylate NC1=C2CCN(CC2=CC(=C1)Br)C(=O)OC(C)(C)C